Ethyl (Z)-3-((4-acetamido-3-ethoxyphenyl)amino)-2-cyanopent-2-enoate C(C)(=O)NC1=C(C=C(C=C1)N\C(=C(/C(=O)OCC)\C#N)\CC)OCC